N-(4-(3-(dimethylamino)pyrrolidin-1-yl)-6-fluoro-3'-(morpholinomethyl)-[1,1'-biphenyl]-3-yl)-6-oxo-4-(trifluoromethyl)-1,6-dihydropyridine-3-carboxamide CN(C1CN(CC1)C1=C(C=C(C(=C1)F)C1=CC(=CC=C1)CN1CCOCC1)NC(=O)C1=CNC(C=C1C(F)(F)F)=O)C